C(C)N1C=C(C2=C1C(N(N=C2)CC2=CC=C(C=C2)OC)=O)CCO 1-ethyl-3-(2-hydroxyethyl)-6-(4-methoxybenzyl)-1,6-dihydro-7H-pyrrolo[2,3-d]pyridazin-7-one